C(C)(C)C1=NC(=NO1)C=1C=C2CC[C@H](C2=CC1)NC(=O)C=1C=NN(C1)CCOC (R)-N-(5-(5-isopropyl-1,2,4-oxadiazol-3-yl)-2,3-dihydro-1H-inden-1-yl)-1-(2-methoxyethyl)-1H-pyrazole-4-carboxamide